dimethyl 2-(5-bromo-6-fluoro-3,4-dihydroquinolin-1(2H)-yl)maleate BrC1=C2CCCN(C2=CC=C1F)/C(/C(=O)OC)=C/C(=O)OC